(5R)-N-[7-methoxy-4-(oxan-4-yl)-1H-1,3-benzodiazol-2-yl]-2-oxa-7-azaspiro[4.4]nonane-7-carboxamide COC1=CC=C(C2=C1NC(=N2)NC(=O)N2C[C@]1(CCOC1)CC2)C2CCOCC2